N1=CC=C(C2=CC=CC=C12)N1CCN(CC1)C(=O)C1CN(C1)S(=O)(=O)C1=CC=C(C=C1)NC(C)=O N-(4-((3-(4-(quinolin-4-yl)piperazine-1-carbonyl)azetidin-1-yl)sulfonyl)phenyl)acetamide